ClC=1C=CC2=C(C(C[C@@H](O2)C(=O)NC23CC(C2)(C3)NC(=O)C3CC(C3)OC(F)(F)F)=O)C1 (2R)-6-chloro-4-oxo-N-(3-{[(1s,3S)-3-(trifluoromethoxy)cyclobutane-1-carbonyl]amino}bicyclo[1.1.1]pentan-1-yl)-3,4-dihydro-2H-1-benzopyran-2-carboxamide